(7R)-2-{2-[1-(cyclopropylmethyl)-1H-indol-2-yl]-7-methoxy-1-{[1-(6-methylpyridin-2-yl)-1H-pyrazol-4-yl]methyl}-1H-1,3-benzodiazole-5-carbonyl}-2-azabicyclo[2.2.1]heptan-7-amine C1(CC1)CN1C(=CC2=CC=CC=C12)C1=NC2=C(N1CC=1C=NN(C1)C1=NC(=CC=C1)C)C(=CC(=C2)C(=O)N2C1CCC(C2)[C@H]1N)OC